N,N'''-dibutyl-N,N',N'',N'''-tetramethyl(triethylenetetraamine) C(CCC)N(CCN(CCN(CCN(C)CCCC)C)C)C